CC(CC(=O)OC1=C2N(NC=C1)C=CN=C2)C pyrazino[1,2-b]pyridazin-4-yl 3-methylbutanoate